2-methoxy-2-methyl-8-(4-methylpiperazino)methyl-1,6-dioxa-2-silaoctane CO[Si](O)(CCCOCCCN1CCN(CC1)C)C